(l)-4,6-dichloropyrimidin-5-ol ClC1=NC=NC(=C1O)Cl